NC1=C(C2=C(S1)C(C(CC2)(CC(C)C)C#N)=O)C(=O)N 2-Amino-6-cyano-6-isobutyl-7-oxo-4,5,6,7-tetrahydrobenzo[b]thiophene-3-carboxamide